ClC=1C=CC=C2C(N(C(=NC12)C)C1=CC=C(C=C1)S)=O 8-chloro-3-(4-mercaptophenyl)-2-methyl-quinazolin-4(3H)-one